P(=O)(OC1=C(C=C(C=C1)C(C)C)C(C)C)(OC1=C(C=C(C=C1)C(C)C)C(C)C)OC1=CC=CC=C1 bis(2,4-diisopropylphenyl) phenyl phosphate